(1R,2S)-N-((S)-3-(3-chloro-5-fluoro-4-hydroxyphenyl)-2-(dimethylamino)propyl)-2-methyl-2-phenylcyclopropane-1-carboxamide ClC=1C=C(C=C(C1O)F)C[C@@H](CNC(=O)[C@H]1[C@](C1)(C1=CC=CC=C1)C)N(C)C